8-cyclopentyl-2-((3-(1-methylpiperidin-4-yl)-1H-indazol-5-yl)amino)-7-oxo-7,8-dihydropyrido[2,3-d]pyrimidine-6-carbonitrile C1(CCCC1)N1C(C(=CC2=C1N=C(N=C2)NC=2C=C1C(=NNC1=CC2)C2CCN(CC2)C)C#N)=O